FC(C(=O)O)(F)F.COC=1C(=CC=2N(C1)N=C(C2)C)NC(=O)N2CCC=1C2=NC=CC1N1CCNC2(CC2)C1 N-(6-methoxy-2-methylpyrazolo[1,5-a]pyridin-5-yl)-4-(4,7-diazaspiro[2.5]octan-7-yl)-2,3-dihydro-1H-pyrrolo[2,3-b]pyridine-1-carboxamide 2,2,2-trifluoroacetate